5-(1-Ethyl-1H-1,2,3-triazol-4-yl)-3-(3-(((R)-2-ethyl-2,3-dihydrobenzo[f][1,4]oxazepin-4(5H)-yl)methyl)-4-methylphenyl)-2-methylpentanoic acid C(C)N1N=NC(=C1)CCC(C(C(=O)O)C)C1=CC(=C(C=C1)C)CN1C[C@H](OC2=C(C1)C=CC=C2)CC